O=C1NC(CCC1NC1=CC(=C(C=C1)N1CCC(CC1)C1CCN(CC1)C(=O)OC(C)(C)C)C(F)(F)F)=O tert-butyl 1'-(4-((2,6-dioxopiperidin-3-yl)amino)-2-(trifluoromethyl)phenyl)-[4,4'-bipiperidine]-1-carboxylate